NC=1NC(C=2N(C(N(C2N1)[C@@H]1O[C@@H]([C@@H]([C@H]1O)O)CO)=O)CCOC)=O 2-Amino-9-((2R,3R,4R,5R)-3,4-dihydroxy-5-(hydroxymethyl)tetrahydrofuran-2-yl)-7-(2-methoxyethyl)-7,9-dihydro-1H-purin-6,8-dion